ClC=1C=C(C=NC1C)NC(=O)C(=O)N(C)C N-(5-chloro-6-methyl-3-pyridyl)-N',N'-dimethyl-oxamide